BrC1=CC=C(N=N1)OC1=CC=C(C=C1)C(C=CC1=CC=C(C=C1)Br)=O 1-(4-((6-bromopyridazin-3-yl)oxy)phenyl)-3-(4-bromophenyl)prop-2-en-1-one